Ethyl 5-((4-((4-bromothiazol-2-yl)methyl)-6-fluoro-1H-indol-5-yl)oxy)-2-fluorobenzimidate BrC=1N=C(SC1)CC1=C2C=CNC2=CC(=C1OC=1C=CC(=C(C(OCC)=N)C1)F)F